CN1CCC(CC1)C(=O)NC1=NN(C2=CC=C(C=C12)C=1C=NC=CC1)C(C1=CC=CC=C1)(C1=CC=CC=C1)C1=CC=CC=C1 1-Methyl-N-[5-(pyridin-3-yl)-1-trityl-1H-indazol-3-yl]piperidine-4-carboxamide